COC=1C=C(C=CC1)[C@@H](C)NC=1C2=C(N=C(N1)C)C=NC=C2 4-{[(1R)-1-(3-methoxyphenyl)ethyl]amino}-2-methylpyrido[3,4-d]pyrimidin